C1CCOOOC1 Trioxepane